(S)-3-chloro-5-fluoro-2-methyl-4-(1-propioloylpiperidin-3-yl)-1H-indole-7-carboxamide ClC1=C(NC2=C(C=C(C(=C12)[C@H]1CN(CCC1)C(C#C)=O)F)C(=O)N)C